CC1=NOC2=C1C=C(C=C2)C(=O)O Methylbenzo[d]isoxazole-5-carboxylic acid